4-glycidyloxy-N,N-Diglycidyl-aniline C(C1CO1)OC1=CC=C(N(CC2CO2)CC2CO2)C=C1